ClC=1C=CC(=C(C1)C1=CC(N2C(CCC2=C1)C1=CN=C(N1)C=1C=CC(=NC1F)NC(OC(C)(C)C)=O)=O)N1N=NN=C1 2-methyl-2-propanyl [5-(5-{7-[5-chloro-2-(1H-tetrazol-1-yl)phenyl]-5-oxo-1,2,3,5-tetrahydro-3-indolizinyl}-1H-imidazol-2-yl)-6-fluoro-2-pyridinyl]carbamate